FC=1C=C(C(=O)NCC23CCC(CC2)(CC3)C(=O)OC)C=C(C1OCC1=CC=C(C=C1)OC)F methyl 4-({3,5-difluoro-4-[(4-methoxyphenyl)methoxy]benzamido}methyl)bicyclo[2.2.2]octane-1-carboxylate